FC1=CC(=C(C=C1)N1CN(CC2=CC(=CC=C12)C(F)(F)F)C=1C=CC(NC1C)=O)C 5-(1-(4-fluoro-2-methylphenyl)-6-(trifluoromethyl)-1,4-dihydroquinazolin-3(2H)-yl)-6-methylpyridin-2(1H)-one